(R)-4-(oxetan-3-yloxy)-N-(1-(5,6,7,8-tetrahydropyrido[3,4-d]pyrimidin-4-yl)piperidin-3-yl)-5-(trifluoromethyl)pyrimidin-2-amine trifluoroacetate salt FC(C(=O)O)(F)F.O1CC(C1)OC1=NC(=NC=C1C(F)(F)F)N[C@H]1CN(CCC1)C=1C2=C(N=CN1)CNCC2